C(C1=CC=CC=C1)NC1=NC(=NC=C1F)NC1=CC2=C(B(OC2)O)C=C1 5-((4-(benzylamino)-5-fluoropyrimidin-2-yl)amino)benzo[c][1,2]-oxaborol-1(3H)-ol